3-(N-(benzo[d][1,3]dioxol-5-yl)sulfamoyl)-N-(2-fluoro-5-methylphenyl)benzamide O1COC2=C1C=CC(=C2)NS(=O)(=O)C=2C=C(C(=O)NC1=C(C=CC(=C1)C)F)C=CC2